N-((1R,2R,4S)-7-cyano-7-azabicyclo[2.2.1]heptan-2-yl)-3-(6-methyl-2-pyridinyl)-1-(4,4,4-trifluorobutyl)-1H-indazole-6-carboxamide C(#N)N1[C@H]2[C@@H](C[C@@H]1CC2)NC(=O)C2=CC=C1C(=NN(C1=C2)CCCC(F)(F)F)C2=NC(=CC=C2)C